3-[1-(4,4-diethyl-2-imino-6-oxo-hexahydropyrimidin-1-yl)-4,4,4-trifluoro-3-methoxy-butyl]-N-[(1R,2R)-2-hydroxyindan-1-yl]benzamide C(C)C1(NC(N(C(C1)=O)C(CC(C(F)(F)F)OC)C=1C=C(C(=O)N[C@H]2[C@@H](CC3=CC=CC=C23)O)C=CC1)=N)CC